C1(CC1)C=1N=NN(C1)[C@H](C(=O)N1[C@@H](C[C@H](C1)O)C(=O)NCC(NC1=CC=C(C=C1)N1N=CN=C1)=O)C(C)(C)C (2S,4r)-1-[(2S)-2-(4-cyclopropyl-triazol-1-yl)-3,3-dimethyl-butyryl]-4-hydroxy-N-[2-oxo-2-[4-(1,2,4-triazol-1-yl)anilino]ethyl]pyrrolidine-2-carboxamide